C(#N)C=1C=CC(=C2C=CC=NC12)N1CCC(CC1)CNC(=O)[C@H]1N(CCC1)CC (S)-1-Ethyl-pyrrolidine-2-carboxylic acid [1-(8-cyano-quinolin-5-yl)-piperidin-4-ylmethyl]-amide